C(C)OC1=C(OCC(=O)NC2=CC(=CC=C2)C(F)(F)F)C=CC(=C1)C=CC(=O)C1=CC=C(C=C1)O 2-[2-Ethoxy-4-[3-(4-hydroxyphenyl)-3-oxoprop-1-enyl]phenoxy]-N-[3-(trifluoromethyl)phenyl]acetamide